N1(CCC1)C(C)=O 1-(azetidin-1-yl)ethanone